3-(5-(((1S,2S)-2-(benzyl(methyl)amino)cyclohexyl)amino)-1-oxoisoindolin-2-yl)piperidine-2,6-dione C(C1=CC=CC=C1)N([C@@H]1[C@H](CCCC1)NC=1C=C2CN(C(C2=CC1)=O)C1C(NC(CC1)=O)=O)C